(E)-6-(5-methyl-4H-1,2,4-triazol-3-yl)pyridazine-3-carboxamide CC=1NC(=NN1)C1=CC=C(N=N1)C(=O)N